FC1=C(C(=O)N)C=CC=C1NC 2-fluoro-3-(methylamino)benzamide